2,2-dimethyl-5-(2-(p-tolyl)acetyl)-1,3-dioxane-4,6-dione CC1(OC(C(C(O1)=O)C(CC1=CC=C(C=C1)C)=O)=O)C